CO[C@H](COC1=NC2=C(C=CC=C2C=C1)O[C@@H](C)C1=CC=CC=C1)C 2-[(2S)-2-methoxypropoxy]-8-[(1S)-1-phenylethoxy]quinoline